ClC=1C(=C(OC=2N=NC(=CC2C2=NOC[C@@H](N2)CC2=C(C=C(C=C2)C)Cl)C)C=CC1)F (5S)-3-[3-(3-CHLORo-2-FLUORoPHENOXY)-6-METHYLPYRIDAZIN-4-YL]-5-(2-CHLORo-4-METHYLBENZYL)-5,6-DIHYDRO-4H-1,2,4-OXADIAZIN